1-(2-methylbenzoyl)-1,2,3,4-tetrahydroquinoline-3-carboxamide CC1=C(C(=O)N2CC(CC3=CC=CC=C23)C(=O)N)C=CC=C1